water Hydrate O.O